FC=1C=C(OC=2N=NC(=CC2C(=O)NC2=CC(=CC=C2)S(=O)(=O)C)C(F)(F)F)C=CC1OC(F)(F)F 3-(3-fluoro-4-(trifluoromethoxy)phenoxy)-N-(3-(methylsulfonyl)phenyl)-6-(trifluoromethyl)pyridazine-4-carboxamide